Butyl (3S)-3-[(1R)-2-[(4R)-4-benzyl-2-oxo-oxazolidin-3-yl]-1-[(3-bromophenyl)methyl]-2-oxo-ethyl]pyrrolidine-1-carboxylate C(C1=CC=CC=C1)[C@H]1N(C(OC1)=O)C([C@H](CC1=CC(=CC=C1)Br)[C@H]1CN(CC1)C(=O)OCCCC)=O